ClC1=CC(=C(COC2=CC=CC(=N2)C2=CC(=C(CC3=NC4=C(N3C[C@H]3OCC3)C=CC=C4)C(=C2)F)F)C=C1)F (S)-2-(4-(6-(4-Chloro-2-fluorobenzyloxy)pyridin-2-yl)-2,6-difluorobenzyl)-1-(oxetan-2-ylmethyl)-1H-benzo[d]imidazol